BrCC(CC=C(C(=O)OC)NC(=O)OC(C)(C)C)(OC)OC methyl 6-bromo-2-((tert-butoxycarbonyl) amino)-5,5-dimethoxyhex-2-enoate